N-(4-[2-(beta-D-glucopyranosyloxy)-ethyl]-phenyl)cyclopentanamide [C@@H]1([C@H](O)[C@@H](O)[C@H](O)[C@H](O1)CO)OCCC1=CC=C(C=C1)NC(=O)C1CCCC1